10-(3-(2-oxa-6-azaspiro[3.3]heptan-6-yl)propyl)-3,7-di(1H-indazol-5-yl)-10H-benzo[b]pyrido[2,3-e][1,4]oxazine C1OCC12CN(C2)CCCN2C1=C(OC3=C2N=CC(=C3)C=3C=C2C=NNC2=CC3)C=C(C=C1)C=1C=C3C=NNC3=CC1